9-(n-octyloxy)anthracene C(CCCCCCC)OC=1C2=CC=CC=C2C=C2C=CC=CC12